2,4,6-trichloro-N-methylnicotinohydrazide ClC1=C(C(=O)N(N)C)C(=CC(=N1)Cl)Cl